C(C)NC=1C=C(N=NC1)C=1C=C2CN(C(C2=CC1)=O)N1C(CCCC1=O)=O (5-(5-(ethylamino)pyridazin-3-yl)-1-oxoisoindolin-2-yl)piperidine-2,6-dione